FC=1C(=C(C=CC1)S(=O)(=O)N)F difluorobenzenesulfonamide